NC=1C=NN(C1)CC(=O)N(CCOC1=CC=C(C=C1)C)C 2-(4-aminopyrazol-1-yl)-N-methyl-N-[2-(4-methylphenoxy)ethyl]-acetamide